Natrium dihydrat O.O.[Na]